(E)-3-(2-iodophenyl)prop-2-en-1-ol IC1=C(C=CC=C1)/C=C/CO